N,N-dimethyl-hexadecyl-allyl-ammonium bromide [Br-].C[N+](C)(CC=C)CCCCCCCCCCCCCCCC